2,6-difluoro-3-cyano-pyridine FC1=NC(=CC=C1C#N)F